[1,4]Dioxin-6-yl formate C(=O)OC1=COC=CO1